diisopropyl (4-(3-amino-6-p-tolylpyrazine-2-carboxamido)phenylsulfonyl)methylphosphonate NC=1C(=NC(=CN1)C1=CC=C(C=C1)C)C(=O)NC1=CC=C(C=C1)S(=O)(=O)CP(OC(C)C)(OC(C)C)=O